D-3-hydroxypropane OCCC